2-((1s,6s)-7,7-difluoro-3-azabicyclo[4.1.0]hept-3-yl)-N-(2-sulfamoylpyridin-4-yl)-5-(trifluoromethyl)nicotinamide FC1([C@H]2CCN(C[C@@H]12)C1=C(C(=O)NC2=CC(=NC=C2)S(N)(=O)=O)C=C(C=N1)C(F)(F)F)F